(2-(methacryloyloxy)ethyl)trimethylammonium chloride [Cl-].C(C(=C)C)(=O)OCC[N+](C)(C)C